[N+](=O)([O-])C1=CC=C(CN2C=NC=C2)C=C1 1-(4-nitrobenzyl)imidazole